O1CCN(CC1)C=1C=C(COC(\C=C(\C)/N)=O)C=CC1.CN(N)C1=CC=C(C=C1)C 1-methyl-1-(p-tolyl)hydrazine 3-Morpholinobenzyl-(Z)-3-aminobut-2-enoate